BrCCOCC1=CC=CC=C1 (2-Bromoethoxy)toluene